5-[(2-methylamino-phenoxyethylsulfanyl)methyl]oxazol-2(3H)-one CNC1=C(OCCSCC2=CNC(O2)=O)C=CC=C1